C1C(CC12CCC2)NC(=O)NCC2=CC(=NC=C2)OC(F)(F)F 1-spiro[3.3]hept-2-yl-3-(2-trifluoromethoxy-pyridin-4-ylmethyl)-urea